[N+](=O)([O-])C=1C(=CC2=C(OCO2)C1)C(C)OC(=O)C(CCC[C@H](N)C(=O)O)N ε-[(1-(6-nitrobenzo[d][1,3]dioxol-5-yl)ethoxy)carbonyl]-L-lysine